CC1(CC1)C1=CC(=C(N1)C1=NC=CC=C1OC(F)(F)F)C(=O)O 5-(1-methylcyclopropyl)-2-(3-(trifluoromethoxy)pyridine-2-yl)-1H-pyrrole-3-carboxylic acid